C(C)[C@@]1(CN(CC[C@H]1O)C(=O)OCC1C2=CC=CC=C2C=2C=CC=CC12)F |r| rac-cis-(9H-fluoren-9-yl)methyl 3-ethyl-3-fluoro-4-hydroxypiperidine-1-carboxylate